BrNC1(CCC2=CC=CC=C12)O Bromoaminoindanol